O=C1N(CC2=CC(=CC=C12)C1=NC=CC(=C1)CN1CCN(CC1)C1=CC=NC=C1)C1C(NC(CC1)=O)=O 3-(1-oxo-5-(4-((4-(pyridin-4-yl)piperazin-1-yl)methyl)pyridin-2-yl)isoindolin-2-yl)piperidine-2,6-dione